6-((3-methoxy-4-((6-methoxypyridin-3-yl)methoxy)phenyl)amino)-3-(4-methylpiperazin-1-yl)quinoxaline-5-carbonitrile COC=1C=C(C=CC1OCC=1C=NC(=CC1)OC)NC1=C(C=2N=C(C=NC2C=C1)N1CCN(CC1)C)C#N